N1CC(C1)N1N=CC(=C1)NC(=O)C1=NOC(=C1)C=1OC=CC1 N-(1-(azetidin-3-yl)-1H-pyrazol-4-yl)-5-(furan-2-yl)isoxazole-3-carboxamide